FC(C(=O)OCC)(C1=CC(=CC=C1)Cl)F ethyl 2,2-difluoro-2-(3-chlorophenyl)acetate